C1=C(C=CC2=CC=CC=C12)CNC(C)C=1C=C(C=CC1)NC=1C(N(C(C1)=O)C1C(NC(CC1)=O)=O)=O 3-(3-((3-(1-((naphthalen-2-ylmethyl)amino)ethyl)phenyl)amino)-2,5-dioxo-2,5-dihydro-1H-pyrrol-1-yl)piperidine-2,6-dione